tert-butyl (S)-((3-(2-(4,4-difluoroazepan-1-yl)-4-methyl-5-(2-oxa-6-azaspiro[3.3]heptan-6-yl)nicotinamido)phenyl)(methyl)(oxo)-λ6-sulfaneylidene)carbamate FC1(CCN(CCC1)C1=C(C(=O)NC=2C=C(C=CC2)[S@@](=O)(C)=NC(OC(C)(C)C)=O)C(=C(C=N1)N1CC2(COC2)C1)C)F